C1(CC1)C(=O)N1C=CC2=CC(=CC=C12)C=1N=C(SC1C)C(C(=O)N)C1=CC(=CC=C1)OCCCCCO (4-(1-(cyclopropanecarbonyl)indol-5-yl)-5-methylthiazol-2-yl)-2-(3-((5-hydroxypentyl)oxy)phenyl)acetamide